COC(C1=NC(=CC=C1N[C@H](C)C=1C=C(C=C2C(C(=C(OC12)C1=CC=C(C=C1)OC)C)=O)C)Cl)=O (R)-6-chloro-3-((1-(2-(4-methoxyphenyl)-3,6-dimethyl-4-oxo-4H-chromen-8-yl)ethyl)amino)picolinic acid methyl ester